C(C)(=O)O[C@H]1[C@H](OC(C)=O)[C@@H](OC(C)=O)[C@H](OC(C)=O)[C@H](O1)C(=O)OC methyl 1,2,3,4-tetra-O-acetyl-β-D-glucopyranuronate